CC1=NC(=C(C#N)C(=C1)C(F)(F)F)N1[C@@H](C2=CC=CC=C2C1)C=1N(C=CN1)C=1C=C(C=CC1)C (S)-6-methyl-2-(1-(1-(m-tolyl)-1H-imidazol-2-yl)isoindolin-2-yl)-4-(trifluoromethyl)nicotinonitrile